C[C@]12CCC[C@H]1[C@@H]1CCC3=CC(CCC3=C1CC2)=O 13alpha-estra-4,9-dien-3-one